4-(3H-pyrazolo[4,3-f]quinolin-7-yl)-N-(2-(dimethylamino)ethyl)benzamide C1=NNC=2C1=C1C=CC(=NC1=CC2)C2=CC=C(C(=O)NCCN(C)C)C=C2